(S)-N-(2-(6-(2,6-dichloro-3,5-dimethoxyphenyl)-4,5,6,7-tetrahydro-1H-indazol-3-yl)phenyl)acrylamide ClC1=C(C(=C(C=C1OC)OC)Cl)[C@H]1CCC=2C(=NNC2C1)C1=C(C=CC=C1)NC(C=C)=O